11-Acryloyloxyundecyl phosphate P(=O)(OCCCCCCCCCCCOC(C=C)=O)([O-])[O-]